CC1(COC2=C1C(=CC=C2)OC2=CC=C(C=N2)N2C(NC1=NC(=NC=C21)C)=O)C [6-[(3,3-dimethyl-2H-benzofuran-4-yl)oxy]-3-pyridyl]-2-methyl-7H-purin-8-one